C(C)C12C([C@](N(CC1)CC2)(COC)CO)=O (2R)-4-ethyl-2-(hydroxymethyl)-2-(methoxymethyl)-1-azabicyclo[2.2.2]octan-3-one